6-cyclopropyl-2,3-dihydropyrido[3,4-d]pyridazine-1,4,7(6H)-trione C1(CC1)N1C=C2C(NNC(C2=CC1=O)=O)=O